C1(CCC1)CNCC=1C=C(C2=C(N=C(O2)C=2C=C(C=CC2)C2=C(C=C(C=C2)F)C2=NN=CN2C)C1)C(F)(F)F 1-cyclobutyl-N-((2-(4'-fluoro-2'-(4-methyl-4H-1,2,4-triazol-3-yl)-[1,1'-biphenyl]-3-yl)-7-(trifluoromethyl)benzo[d]oxazol-5-yl)methyl)methylamine